methyl 6-methoxy-8-(4-(2,2,2-trifluoroethyl)piperidin-1-yl)quinoline-3-carboxylate COC=1C=C2C=C(C=NC2=C(C1)N1CCC(CC1)CC(F)(F)F)C(=O)OC